C(C)(C)C(CNC)(C(C)C)C 2-isopropyl-N,2,3-trimethylbutylamine